4-{[3-chloro-4-[(2,4-difluorobenzyl)oxy]-6-methyl-2-oxopyridin-1(2H)-yl]methyl}-N,N-dimethylbenzamide ClC=1C(N(C(=CC1OCC1=C(C=C(C=C1)F)F)C)CC1=CC=C(C(=O)N(C)C)C=C1)=O